N1N=CC(=C1)CNCC1=C(C=C(C=C1)Cl)Cl N-((1H-pyrazol-4-yl)methyl)-1-(2,4-dichlorophenyl)methylamine